3,3-bis((aminophenoxy)phenyl)propane NC1=C(OC2=C(C=CC=C2)C(CC)C2=C(C=CC=C2)OC2=C(C=CC=C2)N)C=CC=C1